(M)-tert-butyl (2R,5S)-4-(6-chloro-7-cyclohexyl-1-(2-isopropyl-4-methylpyridin-3-yl)-2-oxo-1,2-dihydropyrido[2,3-d]pyrimidin-4-yl)-2,5-dimethylpiperazine-1-carboxylate ClC1=CC2=C(N(C(N=C2N2C[C@H](N(C[C@@H]2C)C(=O)OC(C)(C)C)C)=O)C=2C(=NC=CC2C)C(C)C)N=C1C1CCCCC1